(R)-N-(1-(3-(difluoromethyl)-2-fluorophenyl)ethyl)-6-(6-methyl-2,6-diazaspiro[3.3]heptan-2-yl)Cinnoline-4-amine FC(C=1C(=C(C=CC1)[C@@H](C)NC1=CN=NC2=CC=C(C=C12)N1CC2(C1)CN(C2)C)F)F